methyl cis-2-(((cis-4-(1-methyl-1H-pyrazol-3-yl)cyclohexyl)oxy)methyl)-3-((methylsulfonyl)amino)piperidine-1-carboxylate CN1N=C(C=C1)[C@H]1CC[C@H](CC1)OC[C@@H]1N(CCC[C@@H]1NS(=O)(=O)C)C(=O)OC